octadecyl-trimethyl-ammonium hypobromite Br[O-].C(CCCCCCCCCCCCCCCCC)[N+](C)(C)C